C[Si](CCS)(C)C 2-(trimethylsilyl)ethane-1-thiol